3-((4-(dimethylamino)piperidin-1-yl)sulfonyl)-4-fluoro-N-(6-(1-methyl-3-(trifluoromethyl)-1H-pyrazol-4-yl)isoquinolin-3-yl)benzamide CN(C1CCN(CC1)S(=O)(=O)C=1C=C(C(=O)NC=2N=CC3=CC=C(C=C3C2)C=2C(=NN(C2)C)C(F)(F)F)C=CC1F)C